COCCOC1=CC=CC=2N(C(NC21)=O)C2CCC(CC2)C(=O)O 4-[4-(2-methoxyethoxy)-2-oxo-2,3-dihydro-1H-1,3-benzodiazol-1-yl]cyclohexane-1-carboxylic acid